C(C=C)N1S(C2=C(C3=C1N=CC=C3)N=C(N=C2)NC2=CC=C(C=C2)C2CCNCC2)(=O)=O 6-allyl-N-[4-(piperidin-4-yl)phenyl]-6H-pyrido[2,3-c]pyrimido[4,5-e][1,2]thiazin-2-amine 5,5-dioxide